Tert-butyl N-{2-[3-(4,4,5,5-tetramethyl-1,3,2-dioxaborolan-2-yl)phenyl]ethyl}carbamate CC1(OB(OC1(C)C)C=1C=C(C=CC1)CCNC(OC(C)(C)C)=O)C